OC1=C(C=C(C=C1C)CCC1=CC(=C(C(=C1)C)O)C)C 1,2-bis(4-hydroxy-3,5-dimethylphenyl)ethane